4-(((6-chloro-4-(1-methyl-1H-pyrazol-4-yl)pyridin-2-yl)oxy)methyl)-3-fluorobenzonitrile ClC1=CC(=CC(=N1)OCC1=C(C=C(C#N)C=C1)F)C=1C=NN(C1)C